4,5-dimethyl-6-(4-(1H-pyrazol-1-yl)benzyl)-2-(tetrahydrofuran-2-ylmethyl)isoindolin-1-one CC1=C2CN(C(C2=CC(=C1C)CC1=CC=C(C=C1)N1N=CC=C1)=O)CC1OCCC1